3-fluoro-N-(4-fluorophenyl)-3-indol-1-yl-acrylamide FC(=CC(=O)NC1=CC=C(C=C1)F)N1C=CC2=CC=CC=C12